C1(=CC=CC=C1)C=1C=C(C=C(C1)C1=CC=CC=C1)P(=O)(C1=CC(=CC(=C1)C1=CC=CC=C1)C1=CC=CC=C1)C=1C=CC=C2CC[C@@]3(C12)CCOC1=CC=CC=C13 (R)-7'-bis(3,5-diphenylphenyl)phosphoryl-2',3'-dihydrospiro[chromane-4,1'-indene]